C(C)(=O)C1=C(C=C(C=C1)Cl)C1=CC(N(C=C1OC)C(C(=O)NC1=CC=C(C(=O)O)C=C1)CC1=CC=C(C=C1)C1=C(C=C(C=C1)C#N)C)=O 4-(2-(4-(2-acetyl-5-chlorophenyl)-5-methoxy-2-oxopyridin-1(2H)-yl)-3-(4'-cyano-2'-methyl-[1,1'-biphenyl]-4-yl)propionylamino)benzoic acid